6-Bromo-4-(3-fluorophenyl)-5-hydroxy-pyridine-2-carbonitrile BrC1=C(C(=CC(=N1)C#N)C1=CC(=CC=C1)F)O